(7S)-3-[(3-chloro-2-methoxyphenyl)amino]-7-(methoxymethyl)-2-(pyridin-4-yl)-1H,5H,6H,7H-pyrrolo[3,2-c]pyridin-4-one ClC=1C(=C(C=CC1)NC1=C(NC2=C1C(NC[C@@H]2COC)=O)C2=CC=NC=C2)OC